N-(8-fluoro-2-methylimidazo[1,2-a]pyridin-6-yl)-5-(methyl(4-azaspiro[2.5]octan-7-yl)amino)pyrazine-2-carboxamide FC=1C=2N(C=C(C1)NC(=O)C1=NC=C(N=C1)N(C1CCNC3(CC3)C1)C)C=C(N2)C